C(CCC)C1(C=C(C=C1)C)[Zr]C1(C=C(C=C1)C)CCCC bis(1-butyl-3-methylcyclopentadienyl)zirconium